3-t-butyldimethylsilyl-glutaric anhydride [Si](C)(C)(C(C)(C)C)C1CC(=O)OC(C1)=O